5-thiazol-2-yl-1H-pyrrole-3-sulfonyl chloride S1C(=NC=C1)C1=CC(=CN1)S(=O)(=O)Cl